N-[(2S,3R)-4,4-difluoro-2-[(3'-fluoro[1,1'-biphenyl]-3-yl)methyl]-1-(2-methyl-propanoyl)pyrrolidin-3-yl]ethanesulfonamide FC1([C@@H]([C@@H](N(C1)C(C(C)C)=O)CC=1C=C(C=CC1)C1=CC(=CC=C1)F)NS(=O)(=O)CC)F